C(CCCCCCC)C=1C(=C(C=CC1)O)CCCCCC octyl-hexylphenol